FC(C(=O)C1C(C2(CCC1C2(C)C)C)=O)(F)F 3-(trifluoroacetyl)camphor